5'-methyl-3'H-spiro[cyclopropane-1,2'-pyrido[3,2-b][1,4]oxazepin]-4'(5'H)-one CN1C2=C(OC3(CC1=O)CC3)C=CC=N2